2-(Methylthio)-6-(trifluoromethyl)pyrimidin-4-ol CSC1=NC(=CC(=N1)O)C(F)(F)F